C1(CC1)NC1(CCC1)CNC(C1=CC=C(C=C1)C#CC1=C(C=CC=C1)F)=O N-((1-(cyclopropylamino)cyclobutyl)methyl)-4-((2-fluorophenyl)ethynyl)benzamide